(R)-(1-(4-chloropyridin-2-yl)but-3-en-1-yl)carbamic acid tert-butyl ester C(C)(C)(C)OC(N[C@H](CC=C)C1=NC=CC(=C1)Cl)=O